C(C=C)OCC1(COC1)CC 3-[(allyloxy)methyl]-3-ethyloxetan